(R)-2-fluoro-3-((1-(5-fluoro-2-methylpyridin-3-yl)-5-methyl-4-nitro-1H-pyrazol-3-yl)oxy)propan-1-ol F[C@H](CO)COC1=NN(C(=C1[N+](=O)[O-])C)C=1C(=NC=C(C1)F)C